(Fmoc)phosphorylcholine C(=O)(OCC1C2=CC=CC=C2C2=CC=CC=C12)P(=O)=C(O)C[N+](C)(C)C